3-methyl-3-(1-methyl-4-nitro-1H-imidazole-2-carboxamido)azetidine-1-carboxylic acid tert-butyl ester C(C)(C)(C)OC(=O)N1CC(C1)(NC(=O)C=1N(C=C(N1)[N+](=O)[O-])C)C